N-cyclohexyl-4-(((3S,4r,5R)-3,4,5-trihydroxypiperidin-1-yl)methyl)piperidine-1-carboxamide C1(CCCCC1)NC(=O)N1CCC(CC1)CN1C[C@@H](C([C@@H](C1)O)O)O